S(=O)(=O)(O)C(C(=O)[O-])CCCCCCCCCCCCCC.[Na+].[Na+].S(=O)(=O)(O)C(C(=O)[O-])CCCCCCCCCCCCCC Disodium 2-Sulfopalmitate